4-[[(3R,4R)-1-(2-cyanoacetyl)-4-methyl-3-piperidinyl]-methyl-amino]pyrrolo[2,3-d]pyrimidine-7-carboxylic acid azetidin-3-yl ester hydrochloride Cl.N1CC(C1)OC(=O)N1C=CC2=C1N=CN=C2N(C)[C@H]2CN(CC[C@H]2C)C(CC#N)=O